ClC1=C(\C=N\OC(C(=O)OCC)(C)C)C=C(C(=C1)F)N1C(N(C(=CC1=O)C(F)(F)F)C)=O ethyl 2-{[(E)-{2-chloro-4-fluoro-5-[3-methyl-2,6-dioxo-4-(trifluoromethyl)-3,6-dihydropyrimidin-1(2H)-yl]benzylidene}amino]oxy}-2-methylpropanoate